ClC=1C=CC(=C(C1)C1=CC(N(C=C1OC)C(C(=O)NC1=CC=C(C(=O)O)C=C1)CC1OCCCC1)=O)C(CC)=O 4-(2-(4-(5-chloro-2-propionylphenyl)-5-methoxy-2-oxopyridin-1(2H)-yl)-3-(tetrahydro-2H-pyran-2-yl)propionylamino)benzoic acid